2-(4-bromo-2-nitrophenyl)malonic acid 1,3-dimethyl ester COC(C(C(=O)OC)C1=C(C=C(C=C1)Br)[N+](=O)[O-])=O